tert-butyl 3-oxo-4-[5-(4,4,5,5-tetramethyl-1,3,2-dioxaborolan-2-yl)pyridin-2-yl]piperazine-1-carboxylate O=C1CN(CCN1C1=NC=C(C=C1)B1OC(C(O1)(C)C)(C)C)C(=O)OC(C)(C)C